3-(1-methyl-1H-pyrrolo[3,2-b]pyridin-6-yl)-2-oxo-2,3-dihydro-1H-benzo[d]imidazole-1-carboxylic acid tert-butyl ester C(C)(C)(C)OC(=O)N1C(N(C2=C1C=CC=C2)C=2C=C1C(=NC2)C=CN1C)=O